C1=2C=3N=CC=CC3C(C2C=CC=N1)=O 3,13-diazatricyclo[7.4.0.02,7]trideca-1(9),2(7),3,5,10,12-hexaen-8-one